C(C)(C)(C)O[C@H]1[C@@H](C[C@H]2N(CCC3=CC(=C(C=C23)OC)OC[C@H](C)OC)C1)O (2R,3R,11bR)-3-(tert-butoxy)-10-methoxy-9-((S)-2-methoxypropoxy)-1,3,4,6,7,11b-hexahydro-2H-pyrido[2,1-a]isoquinolin-2-ol